tert-butyl (8-fluoro-2,4,5-trimethyl-4,5-dihydro-[1,2,4]triazolo[1,5-a]quinoxalin-6-yl)carbamate FC1=CC(=C2N(C(C=3N(C2=C1)N=C(N3)C)C)C)NC(OC(C)(C)C)=O